8-Chloro-N-(propan-2-yl)-1-[1-(pyridin-2-yl)piperidin-4-yl]-5,6-dihydro-4H-[1,2,4]triazolo[4,3-a][1]benzazepin-5-amin ClC=1C=CC2=C(CC(CC=3N2C(=NN3)C3CCN(CC3)C3=NC=CC=C3)NC(C)C)C1